3-(benzyloxy)-5-chloro-2-vinylpyrazine C(C1=CC=CC=C1)OC=1C(=NC=C(N1)Cl)C=C